5-(4-chlorobenzyl)-3-[3-(methoxymethyl)azetidin-1-yl]-9,9-dimethyl-5,8,9,10-tetrahydro-6H-pyrido[2,3-e]pyrimido[1,2-c]pyrimidin-6-one ClC1=CC=C(CN2C(N3C(C4=C2C=C(C=N4)N4CC(C4)COC)=NCC(C3)(C)C)=O)C=C1